2-(5-bromo-3-ethylsulfanyl-2-pyridyl)-7-(trifluoromethyl)imidazo[1,2-b]pyridazine BrC=1C=C(C(=NC1)C=1N=C2N(N=CC(=C2)C(F)(F)F)C1)SCC